(R)-N-(2-(1H-indol-3-yl)ethyl)-N-methyl-2-(methylsulfinyl)ethan-1-amine N1C=C(C2=CC=CC=C12)CCN(CC[S@](=O)C)C